COC=1C=C(C=CC1OC)C1=CN=C2N1N=C(C=C2)NC2CCOCC2 3-(3,4-dimethoxy-phenyl)-N-tetrahydro-pyran-4-yl-imidazo[1,2-b]pyridazin-6-amine